C(#C)C=1C=CC(=NC1)CO (5-ethynylpyridin-2-yl)methanol